1-fluoro-4-isothiocyanatobenzene FC1=CC=C(C=C1)N=C=S